ClC1=C(C=CC=C1)C1=C2N(C(=NC1)N1C[C@H](CC1)O)C=CC(=C2)C(F)(F)F (S)-4-(2-chlorophenyl)-1-(3-hydroxypyrrolidin-1-yl)-6-(trifluoromethyl)-3H-pyrido[1,2-c]pyrimidine